C(CCC)OC1=C(C(=CC2=C1C(N1[C@@H](CO2)C[C@@H](C1)O)=O)C)F (2S,11aR)-6-Butoxy-7-fluoro-2-hydroxy-8-methyl-2,3,11,11a-tetrahydro-1H,5H-benzo[f]pyrrolo[2,1-c][1,4]oxazepin-5-one